(3-(4-(2-fluoro-4-nitrophenyl)piperazin-1-yl)propyl)carbamic acid tert-butyl ester C(C)(C)(C)OC(NCCCN1CCN(CC1)C1=C(C=C(C=C1)[N+](=O)[O-])F)=O